2-(5-methylimidazol-4-yl)methyl-ethylamine hydrochloride Cl.CC1=C(N=CN1)CCCN